tert-Butyl (2S,4S)-4-fluoro-2-(((3R,5R)-5-(methoxycarbonyl) pyrrolidin-3-yl)(2-methoxyethyl)carbamoyl)pyrrolidine-1-carboxylate F[C@H]1C[C@H](N(C1)C(=O)OC(C)(C)C)C(N(CCOC)[C@H]1CN[C@H](C1)C(=O)OC)=O